N(=[N+]=[N-])C=1C(=NON1)OCC1(COC1)COC1=NON=C1N=[N+]=[N-] 3,3-bis(4-azido-furazan-3-oxymethyl)oxetane